iso-propoxyethanol C(C)(C)OC(C)O